C(C)(C)(C)C=1C=C(O[C@H]2CC3(CN(C3)C(=O)C3CC(C3)(C)O)CC2)C=CC1 |r| (rac)-(6-(3-(tert-butyl)phenoxy)-2-azaspiro[3.4]oct-2-yl)((1s,3s)-3-hydroxy-3-methylcyclobutyl)methanone